4-[4-methoxy-2-oxo-3H-benzoimidazol-1-yl]cyclohexanecarboxylic acid methyl ester COC(=O)C1CCC(CC1)N1C(NC2=C1C=CC=C2OC)=O